Racemic-3-Cyclopentyl-3-(4-(4,4,5,5-tetramethyl-1,3,2-dioxaborolan-2-yl)-1H-pyrazol-1-yl)propanenitrile C1(CCCC1)[C@@H](CC#N)N1N=CC(=C1)B1OC(C(O1)(C)C)(C)C |r|